7-amino-1-(3-aminocyclopentyl)-3-(2-fluoro-6-methyl-phenyl)-4H-pyrimido[4,5-d]pyrimidin-2-one NC1=NC=C2C(=N1)N(C(N(C2)C2=C(C=CC=C2C)F)=O)C2CC(CC2)N